NN([C@@H](CO)C(=O)O)C(=O)O amino-carboxyl-serine